The molecule is an acyl-CoA(4-) that is the tetraanion of 2,3-dihydroxy-2,3-dihydrobenzoyl-CoA arising from deprotonation of the phosphate and diphosphate functions; major species at pH 7.3. It is a conjugate base of a 2,3-dihydroxy-2,3-dihydrobenzoyl-CoA. CC(C)(COP(=O)([O-])OP(=O)([O-])OC[C@@H]1[C@H]([C@H]([C@@H](O1)N2C=NC3=C(N=CN=C32)N)O)OP(=O)([O-])[O-])[C@H](C(=O)NCCC(=O)NCCSC(=O)C4=CC=CC(C4O)O)O